O(C(C)C)C1=NC=2N(C=C1C(=O)N)C=CN2 7-isopropoxylimidazo[1,2-a]pyrimidine-6-carboxamide